2-(2-methyl-[1,3]-dioxolan-2-yl)acetaldehyde CC1(OCCO1)CC=O